2-(2-((tert-butyldimethylsilyl)oxy)ethoxy)ethyl methanesulfonate CS(=O)(=O)OCCOCCO[Si](C)(C)C(C)(C)C